tert-butyl (2ξ)-2-[(7S)-11-chloro-2-oxo-7-(trifluoromethyl)-7,8-dihydro-2H-[3]benzoxocino[5,6-c]pyridin-3(5H)-yl]-2,3,5-trideoxy-4-O-methyl-L-glycero-pentonate ClC=1C=CC2=C(C1)C=1C(=CN(C(C1)=O)C(C(=O)OC(C)(C)C)C[C@@H](OC)C)CO[C@@H](C2)C(F)(F)F